CC=1OC2=C(N1)C=CC(=C2)C=2N=C1N(C(C2)=O)C=C(N=C1)C=1CCN(CC1)C 2-(2-methyl-1,3-benzoxazol-6-yl)-7-(1-methyl-1,2,3,6-tetrahydropyridin-4-yl)-4H-pyrazino[1,2-a]pyrimidin-4-one